C(C)(C)(C)OC(=O)N1C[C@@H](N(CC1)CC1=CC(=C(C=C1)OC(F)(F)F)F)CC(=O)OC (3S)-4-{[3-fluoro-4-(trifluoromethoxy)phenyl]Methyl}-3-(2-methoxy-2-oxoethyl)piperazine-1-carboxylic acid tert-butyl ester